C(C1=CC=CC=C1)OC1=C2C(=CNC2=CC(=C1)F)C(C(=O)N(C)C)=O 2-[4-(benzyloxy)-6-fluoroindol-3-yl]-N,N-dimethylglyoxylamide